P(=O)(OOC(C(=C)C)=O)(OOC(C(=C)C)=O)OOCCC bis-(methacryloyloxy) propoxy phosphate